C(C)(C)C=1C(=NNC1C=1C=C(C=2N(C1)N=CN2)C)C2=CC=C(C=C2)C2CCN(CC2)C(C)C 6-(4-Isopropyl-3-(4-(1-isopropylpiperidin-4-yl)phenyl)-1H-pyrazol-5-yl)-8-methyl-[1,2,4]triazolo[1,5-a]pyridine